methyl 2-(4-(3-amino-6-chloropyridazin-4-yl)piperazin-1-yl)isonicotinate NC=1N=NC(=CC1N1CCN(CC1)C=1C=C(C(=O)OC)C=CN1)Cl